O=C1NC2(C(N1)=O)C(CCC2)CC2=C(OC1=C2C=CC=C1)S(=O)(=O)N ((2,4-dioxo-1,3-diazaspiro[4.4]nonane-6-yl)methyl)benzofuran-2-sulfonamide